BrC=1C=C(OCC2=NN(C=N2)C)C=CC1Cl 3-[(3-bromo-4-chloro-phenoxy)methyl]-1-methyl-1,2,4-triazole